C(=O)(OCCC(C)(C)OC)OOC(=O)OCCC(C)(C)OC di-(3-methoxy-3-methylbutyl) peroxydicarbonate